rac-ethyl (1S*,2S*)-2-(5-methoxy-2-oxopyridin-1(2H)-yl)cyclopropane-1-carboxylate COC=1C=CC(N(C1)[C@@H]1[C@H](C1)C(=O)OCC)=O |r|